O=C1NC(CCC1C1=C(C=C(C(=N1)C)N1C[C@H]([C@H](CC1)N1CCN(CC1)C(=O)OC(C)(C)C)F)F)=O tert-butyl 4-((3R,4S)-1-(6-(2,6-dioxopiperidin-3-yl)-5-fluoro-2-methylpyridin-3-yl)-3-fluoropiperidin-4-yl)piperazine-1-carboxylate